N[C@@H](C(=O)NC1=CC(=CC=C1)C1=C2C(=NC=C1)NC=C2)CC(C)C (2R)-2-Amino-4-methyl-N-[3-(1H-pyrrolo[2,3-b]pyridin-4-yl)phenyl]pentanamide